Ethyl 4-((4-(difluoromethoxy)phenyl)(4-methoxypyridin-3-yl)amino)cyclohexane-1-carboxylate FC(OC1=CC=C(C=C1)N(C1CCC(CC1)C(=O)OCC)C=1C=NC=CC1OC)F